Rac-4-((4bR,5R,7S,7aR)-5-(aminomethyl)-4b-hydroxy-4-methoxy-7-phenyl-4b,5,6,7-tetrahydro-7aH-cyclopenta[4,5]furo[2,3-c]pyridin-7a-yl)benzonitrile NC[C@H]1C[C@H]([C@]2([C@@]1(C1=C(C=NC=C1OC)O2)O)C2=CC=C(C#N)C=C2)C2=CC=CC=C2 |r|